tert-butyl (2R,3S)-3-fluoro-2-(hydroxymethyl)pyrrolidine-1-carboxylate F[C@@H]1[C@H](N(CC1)C(=O)OC(C)(C)C)CO